4-(4,4,5,5-tetramethyl-[1,3,2]dioxaborolan-2-yl)-3,6-dihydro-2H-pyridine CC1(OB(OC1(C)C)C=1CCNCC1)C